COC1=CC=C(C=C1)N1C(=NC2=CC(=CC=C2C1=O)[N+](=O)[O-])[C@@H]1NCCC1 (R)-3-(4-methoxyphenyl)-7-nitro-2-(pyrrolidin-2-yl)quinazolin-4(3H)-one